FC=1C=C(C)C=CC1F 3,4-difluorotoluene